N[C@@H]1CN(CC[C@H]1F)C1=NC2=C(N1[C@H]1C(N(CC1)C1=CC=C(C=C1)Cl)=O)C=C(C(=C2)F)F (R)-3-(2-((3R,4R)-3-amino-4-fluoropiperidin-1-yl)-5,6-difluoro-1H-benzo[d]imidazol-1-yl)-1-(4-chlorophenyl)pyrrolidin-2-one